C(C)(=O)NCCN1CCC2(CCC2)CC1 7-(2-acetamidoethyl)-7-azaspiro[3.5]nonan